OC1=C(C=CC(=C1)N(C)C)N1N=C2C(=N1)C=CC(=C2)C(=O)OC 2-(2-hydroxy-4-dimethylaminophenyl)-5-methoxycarbonyl-2H-benzotriazole